NC1=C2C(=NC(=N1)Cl)N(N=C2)CC=2C=C(CCOS(=O)(=O)C1=CC=C(C=C1)C)C=C(C2)C=O 3-((4-amino-6-chloro-1H-pyrazolo[3,4-d]pyrimidin-1-yl)methyl)-5-formylphenethyl-4-methylbenzenesulfonate